3-[[4-(2,6-dimethylphenyl)-6-[(2R)-2-[[6-fluoro-2-(1-methylcyclopropyl)furo[3,2-b]pyridin-5-yl]methylamino]-3-(1-methylcyclopropyl)propoxy]pyrimidin-2-yl]sulfamoyl]benzoic acid CC1=C(C(=CC=C1)C)C1=NC(=NC(=C1)OC[C@@H](CC1(CC1)C)NCC1=C(C=C2C(=N1)C=C(O2)C2(CC2)C)F)NS(=O)(=O)C=2C=C(C(=O)O)C=CC2